P(OCCCCCCCCCC)(OC1=CC=C(C=C1)C(C)(C1=CC=CC=C1)C)OC1=CC=C(C=C1)C(C)(C1=CC=CC=C1)C decyl bis[4-(1-methyl-1-phenyl-ethyl)phenyl] phosphite